OC[C@H]1N(C/C(/C1)=N/OC)C(=O)C1=C(C=C(C=C1)C1=C(C(=CC=C1)C)C)OC (S,E)-(2-(Hydroxymethyl)-4-(methoxyimino)pyrrolidin-1-yl)(3-methoxy-2',3'-dimethyl-[1,1'-biphenyl]-4-yl)methanone